C1(CC1)C1=NN(C=N1)C1CC2(CN(C2)C(=O)N2CC3(C2)CC(C3)OC3=NC=C(N=C3)C(F)(F)F)C1 [6-(3-cyclopropyl-1,2,4-triazol-1-yl)-2-azaspiro[3.3]heptan-2-yl]-[6-[5-(trifluoromethyl)pyrazin-2-yl]oxy-2-azaspiro[3.3]heptan-2-yl]methanone